5-QUINOXALIN-6-YLMETHYLENE-THIAZOLIDINE N1=CC=NC2=CC(=CC=C12)C=C1CNCS1